tert-butyl (R)-3-((5-(4-(methylsulfonamido)pyridin-2-yl)-1-((2-(trimethylsilyl)ethoxy)methyl)-1H-pyrrolo[2,3-b]pyridin-4-yl)amino)piperidine-1-carboxylate CS(=O)(=O)NC1=CC(=NC=C1)C=1C(=C2C(=NC1)N(C=C2)COCC[Si](C)(C)C)N[C@H]2CN(CCC2)C(=O)OC(C)(C)C